C(CCCCCCC)OC(CCC(=O)OCCCCCCN(CCCCCOC(=O)OCCCCC\C=C/CC)CCO)OCCCCCCCC (Z)-6-((2-hydroxyethyl)(5-(((non-6-en-1-yloxy)carbonyl)oxy)pentyl)amino)hexyl 4,4-bis(octyloxy)butanoate